N-tert-butyl-1-{6-[6-(methoxymethoxy)-2-methylindazol-5-yl]-1,8-naphthyridin-2-yl}pyrrolidin-3-amine C(C)(C)(C)NC1CN(CC1)C1=NC2=NC=C(C=C2C=C1)C1=CC2=CN(N=C2C=C1OCOC)C